4-(7a-methyl-1-oxooctahydro-2H-pyrrolo[3,4-c]pyridin-2-yl)benzoic acid trifluoroacetate salt FC(C(=O)O)(F)F.CC12C(CNCC1)CN(C2=O)C2=CC=C(C(=O)O)C=C2